3-(2-fluoro-6-methoxyphenyl)-1-{[2-(trimethylsilyl)ethoxy]methyl}pyrrolo[2,3-b]pyridin-6-amine FC1=C(C(=CC=C1)OC)C1=CN(C2=NC(=CC=C21)N)COCC[Si](C)(C)C